λ3,3λ2-Thiazole [S]1=C[N]C=C1